2-[(2R)-2,3-Dihydro[1,4]dioxino[2,3-b]pyridin-2-ylmethyl]-8-methyl-N-[(2R/S)-tetrahydrofuran-2-ylmethyl]-4,5-dihydro-2H-furo[2,3-g]indazol-7-carboxamid O1[C@@H](COC2=NC=CC=C21)CN2N=C1C3=C(CCC1=C2)OC(=C3C)C(=O)NC[C@@H]3OCCC3 |&1:28|